NC=1C=NC=C(C1)N 3,5-diaminopyridine